3-benzyl-7-(1H-pyrrole-2-carbonyl)-N-(m-tolyl)-5,6,7,8-tetrahydroimidazo[1,5-a]Pyrazine-1-carboxamide C(C1=CC=CC=C1)C1=NC(=C2N1CCN(C2)C(=O)C=2NC=CC2)C(=O)NC=2C=C(C=CC2)C